2,4-dimethylpyrrole-3,5-dicarboxylic acid CC=1NC(=C(C1C(=O)O)C)C(=O)O